C(C)(=O)C(C(C)=O)C(C)=O bis-acetylaceton